O[C@H]1[C@H](O[C@@]2([C@@H]([C@H]1N1N=NC(=C1)C1=CC(=C(C(=C1)F)F)F)OCC(=O)O)OCCCC2)CO 2-(((2R,3R,4S,5R,6S)-3-hydroxy-2-(hydroxymethyl)-4-(4-(3,4,5-trifluorophenyl)-1H-1,2,3-triazol-1-yl)-1,7-dioxaspiro[5.5]undecan-5-yl)oxy)acetic acid